CN(C)CC1CN(CCC1(O)C1=C(C(=O)N)C=CC=C1)CCC1=CC=C(C=C1)OC (3-((dimethylamino)methyl)-4-hydroxy-1-(4-methoxyphenylethyl)piperidin-4-yl)benzamide